CC1(CCC2=CC=C(C=C12)C(C)(C)C)C 1,1-dimethyl-6-t-butylindane